C(C1=CC=CC=C1)C(CC)(C(CC)(C1=C(C=CC=C1)C)CC1=CC=CC=C1)C1=C(C=CC=C1)C 3,4-dibenzyl-3,4-ditolylhexane